C1(CCCCC1)C(C1CCCCC1)NC(=O)N(C=1C(=C(C(=O)OC2=C(C(=C(C(=C2F)F)F)F)F)C=CC1S(=O)(=O)C)C)OC (2,3,4,5,6-pentafluorophenyl) 3-[dicyclohexylmethylcarbamoyl (methoxy) amino]-2-methyl-4-methylsulfonyl-benzoate